N-(azetidin-3-yl)-6-(3-methyl-1H-indol-2-yl)pyrazine-2-carboxamide N1CC(C1)NC(=O)C1=NC(=CN=C1)C=1NC2=CC=CC=C2C1C